p-Ter-phenyl C1(=CC=CC=C1)C1=CC=C(C=C1)C1=CC=CC=C1